N-((5-(aminomethyl)furan-2-yl)methyl)-9H-purin-6-amine NCC1=CC=C(O1)CNC1=C2N=CNC2=NC=N1